Rac-(1R,2R)-N,N-dibenzyl-2-methoxycyclobutan-1-amine C(C1=CC=CC=C1)N([C@H]1[C@@H](CC1)OC)CC1=CC=CC=C1 |r|